(S)-3-(2',3'-dimethoxybiphenyl-3-yl)-3-(3-(4-hydroxy-1,5-dimethyl-2-oxo-1,2-dihydropyridin-3-yl)ureido)propionic acid COC1=C(C=CC=C1OC)C1=CC(=CC=C1)[C@H](CC(=O)O)NC(=O)NC=1C(N(C=C(C1O)C)C)=O